2-anilino-6-chloro-3-(pyrimidin-5-yl)quinazolin-4(3H)-one N(C1=CC=CC=C1)C1=NC2=CC=C(C=C2C(N1C=1C=NC=NC1)=O)Cl